4-[([7-propanamidothieno[3,2-d]pyrimidin-4-yl]amino)methyl]-phenylboronic acid C(CC)(=O)NC1=CSC2=C1N=CN=C2NCC2=CC=C(C=C2)B(O)O